α-methyl-benzylamine CC(C1=CC=CC=C1)N